bis-(2,2,6,6-tetramethyl-4-piperidyl)isophthalamide CC1(NC(CC(C1)C1=CC(=C(C=C1C(=O)N)C(=O)N)C1CC(NC(C1)(C)C)(C)C)(C)C)C